O=C1NC(CCC1N1C(C2=CC=C(C=C2C1=O)OCCCCCCCCN(C)CC1=CC=C(OCCN2C=CC3=CC=C(C=C23)C(=O)NO)C=C1)=O)=O 1-(2-(4-(((8-((2-(2,6-dioxopiperidin-3-yl)-1,3-dioxoisoindolin-5-yl)oxy)octyl)(methyl)amino)methyl)phenoxy)ethyl)-N-hydroxy-1H-indole-6-carboxamide